CCCCCC\C=C/CCC(CCCCCCCCC)=O (7Z)-7-eicosen-11-one